Methyl 8-benzyl-9-(((trifluoromethyl)sulfonyl)oxy)-6,7-dihydro-5H-benzo[7]annulene-3-carboxylate C(C1=CC=CC=C1)C=1CCCC2=C(C1OS(=O)(=O)C(F)(F)F)C=CC(=C2)C(=O)OC